FC(S(=O)(=O)O)(F)F.FC1=CC2=C(S(C3=C2C=C(C(=C3)F)F)C(F)(F)F)C=C1F 2,3,7,8-tetrafluoro-S-(trifluoromethyl)-dibenzothiophene trifluoro-methanesulfonate